N-(6-(4-chloro-2-fluorophenyl)-1-(4-methoxyphenyl)-1H-pyrazolo[3,4-d]pyrimidin-4-yl)-5-nitrothiophene-2-carboxamide ClC1=CC(=C(C=C1)C1=NC(=C2C(=N1)N(N=C2)C2=CC=C(C=C2)OC)NC(=O)C=2SC(=CC2)[N+](=O)[O-])F